5-(1-(2,2-difluoroethyl)-4-fluoro-1H-benzo[d]imidazol-6-yl)-6-fluoro-N-((3R,4S)-3-fluoro-1-(2-methoxyethyl)piperidin-4-yl)-4-methoxypyrrolo[2,1-f][1,2,4]triazin-2-amine FC(CN1C=NC2=C1C=C(C=C2F)C=2C(=CN1N=C(N=C(C12)OC)N[C@@H]1[C@@H](CN(CC1)CCOC)F)F)F